OC=1C=C(CO[C@@H](C(=O)N[C@@H](C)C2=CC=C(C(=O)O)C=C2)C(C)C)C=CC1 4-((S)-1-((R)-2-((3-hydroxybenzyl)oxy)-3-methylbutanamido)ethyl)benzoic acid